NC=1C(=CC(=C(C#N)C1)Br)C 5-Amino-2-bromo-4-methylbenzonitrile